O[C@@H]1C[C@H](N(C1)C([C@H](C(C)C)N1C(C2=CC=CC=C2C1)=O)=O)\C(\NCC1=CC=C(C=C1)C1=C(N=CS1)C)=N/OC (2S,4R,E)-4-hydroxy-N'-methoxy-1-((S)-3-methyl-2-{1-oxoisoindolin-2-yl}butanoyl)-N-(4-(4-methylthiazol-5-yl)benzyl)pyrrolidine-2-carboximidamide